ClC=1C=C2C(=NC1)OC(=N2)C2CC1(CC(C1)NC(=O)C=1OC(=CC1)S(=O)(=N)C)C2 N-[6-(6-chlorooxazolo[5,4-b]pyridin-2-yl)spiro[3.3]heptan-2-yl]-5-(methylsulfonimidoyl)furan-2-carboxamide